BrC1=CC(=CN2C1=NC(=CC2=O)Cl)F 9-bromo-2-chloro-7-fluoro-4H-pyrido[1,2-a]pyrimidin-4-one